propionic acid-2-ethylbutyl ester C(C)C(COC(CC)=O)CC